(E)-N'-((3-fluoro-6-methoxypyridin-2-yl)methylene)-6-(6-(trifluoromethoxy)pyridin-3-yl)pyrazine-2-carbohydrazide FC=1C(=NC(=CC1)OC)\C=N\NC(=O)C1=NC(=CN=C1)C=1C=NC(=CC1)OC(F)(F)F